NC1CC(C1)N1C=C(C=2C1=CN=C(C2)NC(C)=O)C2=NC(=NC(=C2)C)C(C)(F)F N-(1-(3-aminocyclobutyl)-3-(2-(1,1-difluoroethyl)-6-methylpyrimidin-4-yl)-1H-pyrrolo[2,3-c]pyridin-5-yl)acetamide